[Cl-].CNC=1C=CC2=NC3=CC=C(C=C3[S+]=C2C1)N(C)C 3-methylamino-7-dimethylaminophenothiazin-5-ium chloride